Cl.N1CCC(CC1)NC1=NC2=C(C=CC=C2C=C1)C(=O)NC1=CC=NC=C1 (piperidin-4-ylamino)-N-(pyridin-4-yl)quinoline-8-carboxamide hydrochloride